iron trismethionine N[C@@H](CCSC)C(=O)O.N[C@@H](CCSC)C(=O)O.N[C@@H](CCSC)C(=O)O.[Fe]